FC1=C(C(=CC=C1C#C[C@H]1[C@@H](C1)CN1CCCC1)O)N1CC(NS1(=O)=O)=O |o1:9,10| rel-5-(2-fluoro-6-hydroxy-3-(((1R,2R)-2-(pyrrolidin-1-ylmethyl)cyclopropyl)ethynyl)phenyl)-1,2,5-thiadiazolidin-3-one 1,1-dioxide